1-iodo-2-methyl-4-(trifluoromethyl)benzene IC1=C(C=C(C=C1)C(F)(F)F)C